Ethyl [4-(6-{5-[3-fluoro-5-(trifluoromethyl)phenyl]-7-[{[1-(methoxymethyl)cyclobutyl]methyl}(methyl)amino]-1H-imidazo[4,5-b]pyridin-2-yl}pyridin-3-yl)-1,4-diazepan-1-yl]acetate FC=1C=C(C=C(C1)C(F)(F)F)C1=CC(=C2C(=N1)N=C(N2)C2=CC=C(C=N2)N2CCN(CCC2)CC(=O)OCC)N(C)CC2(CCC2)COC